C1=CC=CC=2SC3=CC=CC=C3N(C12)C=1C=CC=2NC3=CC=C(C=C3C2C1)N1C2=CC=CC=C2SC=2C=CC=CC12 3,6-bis(10H-phenothiazin-10-yl)-9H-carbazole